2-(6-{methyl-[(2R,4S)-2-methylpiperidin-4-yl]amino}[1,3]thiazolo[4,5-c]pyridazin-3-yl)-5-(1H-pyrazol-4-yl)phenol trifluoroacetate FC(C(=O)O)(F)F.CN(C=1SC2=C(N=NC(=C2)C2=C(C=C(C=C2)C=2C=NNC2)O)N1)[C@@H]1C[C@H](NCC1)C